FC1=CC=C(C2=NN(N=C21)CC#C)[N+](=O)[O-] 4-fluoro-7-nitro-2-(prop-2-yn-1-yl)-2H-benzo[d][1,2,3]triazole